N2-((1R,4R)-4-aminocyclohexyl)-N4-(5-cyclopentyl-1H-pyrazol-3-yl)-N2-methylpyrimidine-2,4-diamine NC1CCC(CC1)N(C1=NC=CC(=N1)NC1=NNC(=C1)C1CCCC1)C